NC(CC(=O)O)C(NC(COC(=O)C1CCCC1)C)=O 3-amino-3-{[1-(cyclopentylcarbonyloxy)propan-2-yl]carbamoyl}propanoic acid